2-ethoxyethyl 2-(4-((4'-(1,1,1,3,3,3-hexafluoro-2-hydroxypropan-2-yl)-2-methyl-[1,1'-biphenyl]-4-yl)methyl)-1-(pyridin-4-ylmethyl)piperazin-2-yl)acetate FC(C(C(F)(F)F)(O)C1=CC=C(C=C1)C1=C(C=C(C=C1)CN1CC(N(CC1)CC1=CC=NC=C1)CC(=O)OCCOCC)C)(F)F